CC1=C(C(=C2CCCC2=C1)[N+](=O)[O-])N 6-methyl-4-nitro-2,3-dihydro-1H-inden-5-amine